2,4-dimethylhexyl lactate (2,4-dimethylhexyl lactate) CC(CC(C(=O)O)(O)C)CC(CC)C.C(C(O)C)(=O)OCC(CC(CC)C)C